tricosanone CCCCCCCCCCCCCCCCCCCCCC(=O)C